2-(1-[{(tert-butoxycarbonyl)amino}methyl]Cyclohexyl)acetic acid C(C)(C)(C)OC(=O)NCC1(CCCCC1)CC(=O)O